4-(4-Ethoxycarbonyl-5-methyl-triazol-1-yl)azepane-1-carboxylic acid tert-butyl ester C(C)(C)(C)OC(=O)N1CCC(CCC1)N1N=NC(=C1C)C(=O)OCC